C(#N)C[C@H]1CN(CCN1)C=1C2=C(N=C(N1)OCC1(CC1)N1CCN(CC1)C)CN(CC2)C2=CC(=CC1=CC=CC=C21)C(=O)OC methyl (S)-4-(4-(3-(cyanomethyl) piperazin-1-yl)-2-((1-(4-methylpiperazin-1-yl) cyclopropyl) methoxy)-5,8-dihydropyrido[3,4-d]pyrimidin-7(6H)-yl)-2-naphthoate